tert-butyl 4-(2-(2-(2,6-dioxopiperidin-3-yl)-3-oxoisoindolin-4-yl)ethyl)piperidine-1-carboxylate O=C1NC(CCC1N1CC2=CC=CC(=C2C1=O)CCC1CCN(CC1)C(=O)OC(C)(C)C)=O